ClC1=C(CNC(=O)C=2C(C(=C3N(CC4N(C3=O)C3CCC4C3)C2)O)=O)C=CC=C1Cl N-(2,3-dichlorobenzyl)-7-hydroxy-6,8-dioxo-1,2,3,4,6,8,12,12a-octahydro-1,4-methanodipyrido[1,2-a:1',2'-d]pyrazine-9-carboxamide